tri(decyl) phosphite P(OCCCCCCCCCC)(OCCCCCCCCCC)OCCCCCCCCCC